N-(4-acetylphenyl)-2-chloro-acetamide C(C)(=O)C1=CC=C(C=C1)NC(CCl)=O